COC1=CC=C(CN(S(=O)(=O)C(CC2=CC=CC=C2)[C@@H](CC=C)C)CC2=CC=C(C=C2)OC)C=C1 (3R,4R)-N,N-BIS(4-METHOXYBENZYL)-3-METHYL-1-PHENYLHEX-5-ENE-2-SULFONAMIDE